ethoxybisphenol A tetraacrylate C(C=C)(=O)O.C(C=C)(=O)O.C(C=C)(=O)O.C(C=C)(=O)O.C(C)OC1=C(O)C=CC(=C1)C(C)(C)C1=CC=C(C=C1)O